FC=1C=NN2C1C=C(C(=C2)C2=C(C=CC=C2OC)F)C(=O)O 3-fluoro-6-(2-fluoro-6-methoxyphenyl)pyrazolo(1,5-a)pyridine-5-carboxylic acid